2-Amino-4-(3-hydroxy-2-oxo-3-azetidinyl)butanoic acid NC(C(=O)O)CCC1(C(NC1)=O)O